The molecule is a diastereoisomeric mixture of (3R,5S)- and (3R,5R)-pyrisoxazole. A novel isomeric fungicide primarily used for control of control tomato botrytis and also for fungal diseases of wheat and other crops. It has a role as an EC 1.14.13.70 (sterol 14alpha-demethylase) inhibitor and an antifungal agrochemical. It contains a (3R,5R)-pyrisoxazole and a (3R,5S)-pyrisoxazole. C[C@@]1(CC(ON1C)C2=CC=C(C=C2)Cl)C3=CN=CC=C3